COC(=O)C1=CC(=C2C(=N1)C(CC2)(C)C)CNCC2CCCCC2 4-(((cyclohexylmethyl)amino)methyl)-7,7-dimethyl-6,7-dihydro-5H-cyclopenta[b]pyridine-2-carboxylic acid methyl ester